N=1C=CN2C1CC(CC2)COC2=NC=CC(=C2)CN [2-(5,6,7,8-tetrahydroimidazo[1,2-a]pyridin-7-ylmethoxy)-4-pyridyl]methanamine